5-(2-(4-fluoro-2,6-Dimethylphenoxy)-5-(2-hydroxypropan-2-yl)phenyl)-3-iodo-4-methoxy-1-methylpyridin-2(1H)-one FC1=CC(=C(OC2=C(C=C(C=C2)C(C)(C)O)C=2C(=C(C(N(C2)C)=O)I)OC)C(=C1)C)C